4-(4-nitrobenzoyl)piperazine [N+](=O)([O-])C1=CC=C(C(=O)N2CCNCC2)C=C1